(1R,5S)-3,8-diazabicyclo[3.2.1]octan-8-carboxylic acid tert-butyl ester C(C)(C)(C)OC(=O)N1[C@H]2CNC[C@@H]1CC2